4-amino-3-[3-(triethoxysilyl)propyl]-1,2,3-triazole NC=1N(N=NC1)CCC[Si](OCC)(OCC)OCC